[N+](=O)([O-])[O-].[Sb+3].[N+](=O)([O-])[O-].[N+](=O)([O-])[O-] antimony nitrate